4-(2-Amino-2-methylpropanoyl)-N-(1-(4-(((exo)-6-amino-3-azabicyclo[3.1.0]hex-3-yl)methyl)cyclohex-1-en-1-yl)-2-oxo-1,2-dihydropyrimidin-4-yl)piperazine-1-carboxamide hydrochloride Cl.NC(C(=O)N1CCN(CC1)C(=O)NC1=NC(N(C=C1)C1=CCC(CC1)CN1CC2C(C2C1)N)=O)(C)C